6-chloro-8-(3-methoxy-2,6-dimethylphenyl)-3-((2-(trimethylsilyl)ethoxy)methyl)pyrido[3,4-d]pyrimidin-4(3H)-one ClC1=CC2=C(N=CN(C2=O)COCC[Si](C)(C)C)C(=N1)C1=C(C(=CC=C1C)OC)C